BrC1=NN2C(C(CCC2)=O)=C1Cl 2-bromo-3-chloro-6,7-dihydropyrazolo[1,5-a]pyridin-4(5H)-one